N-acetyloxy-1-(4-phenylsulfanyl-phenyl)-3-cyclohexylpropane-1-one-2-imine-imine C(C)(=O)ON=C(C(=N)C1=CC=C(C=C1)SC1=CC=CC=C1)CC1CCCCC1